NC=1C(=NC(=C(N1)F)C1=CC(=C(C=C1)C1CCOCC1)CN(C)C)C=1C=C2C3(CNC(C2=CC1)=O)CC3 6'-(3-amino-6-(3-((dimethylamino)methyl)-4-(tetrahydro-2H-pyran-4-yl)phenyl)-5-fluoropyrazin-2-yl)-2',3'-dihydro-1'H-spiro[cyclopropane-1,4'-isoquinolin]-1'-one